C(C)(C)(C)OC(=O)N1C[C@H](N(CC1)C(=O)OCC1=CC=CC=C1)CO (S)-2-(hydroxymethyl)piperazine-1,4-dicarboxylic acid 1-benzyl 4-tert-butyl ester